(4-amino-1,3-dihydrofuro[3,4-c]quinolin-8-yl)((3S,5R)-3-(6-ethoxy-3-pyridazinyl)-5-methyl-4-morpholinyl)methanone NC1=NC=2C=CC(=CC2C2=C1COC2)C(=O)N2[C@H](COC[C@H]2C)C=2N=NC(=CC2)OCC